tert-butyl N-[(3R)-1-[4-[(7-fluoro-2-methyl-indazol-5-yl)carbamoyl]-2-methoxy-1,3-benzothiazol-7-yl]pyrrolidin-3-yl]-N-methyl-carbamate FC1=CC(=CC2=CN(N=C12)C)NC(=O)C1=CC=C(C2=C1N=C(S2)OC)N2C[C@@H](CC2)N(C(OC(C)(C)C)=O)C